6-(4-(1,4-dimethyl-1H-pyrazol-5-yl)-1-piperidinyl)-4-(cis-3-(4-(2-propenoyl)-1-piperazinyl)cyclobutyl)-2-(trifluoromethyl)-3-pyridinecarbonitrile CN1N=CC(=C1C1CCN(CC1)C1=CC(=C(C(=N1)C(F)(F)F)C#N)[C@@H]1C[C@@H](C1)N1CCN(CC1)C(C=C)=O)C